4-bromo-2,2',3,3',5,5',6,6'-octafluoro-3'',5''-divinyl-1,1':4',1''-terphenyl BrC1=C(C(=C(C(=C1F)F)C1=C(C(=C(C(=C1F)F)C1=CC(=CC(=C1)C=C)C=C)F)F)F)F